(R)-N-(6-(4-cyano-4-methylpiperidin-1-yl)-2-(2-fluoro-3-hydroxy-3-methylbutyl)-1-oxoisoindolin-5-yl)pyrazolo[1,5-a]pyrimidine-3-carboxamide C(#N)C1(CCN(CC1)C1=C(C=C2CN(C(C2=C1)=O)C[C@H](C(C)(C)O)F)NC(=O)C=1C=NN2C1N=CC=C2)C